(R)-6-((Cyclobutylamino)methyl)-2-(3-(3-(fluoro(4-methyl-4H-1,2,4-triazol-3-yl)methyl)oxetan-3-yl)phenyl)-4-(trifluoromethyl)isoindolin-1-one C1(CCC1)NCC1=CC(=C2CN(C(C2=C1)=O)C1=CC(=CC=C1)C1(COC1)[C@H](C1=NN=CN1C)F)C(F)(F)F